C1(=CC=CC=C1)C=1C=C2CNC(C2=CC1)=O 5-phenylisoindolin-1-one